C1=CC(=C(C=C1N)[N+](=O)[O-])N The molecule is a primary amino compound that is p-phenylenediamine in which one of the hydrogens attached to the benzene ring is replaced by a nitro group. It is a cosmetic hair dye intermediate that is used in permanent hair colouring products (diluted 1:1 with an oxidising agent prior to application). It is a C-nitro compound and a primary amino compound. It derives from a 1,4-phenylenediamine.